COC1=C2CCC(CC2=C(C=C1)OC)N 5,8-dimethoxy-1,2,3,4-tetrahydronaphthalen-2-amine